N-Vinyloxycarbonyl-β-alanin C(=C)OC(=O)NCCC(=O)O